ClC1=CC=C(C=C1)C(C(F)(F)F)NS(=O)(=O)C1=CN(C(C=C1)=O)C N-(1-(4-chlorophenyl)-2,2,2-trifluoroethyl)-1-methyl-6-oxo-1,6-dihydropyridine-3-sulfonamide